6-(3-((tert-butyldimethylsilyl)oxy)-6-chloro-2-methylphenyl)-2-(methylsulfonyl)-[1,2,4]triazolo[4',3':1,6]pyrido[2,3-d]pyrimidine [Si](C)(C)(C(C)(C)C)OC=1C(=C(C(=CC1)Cl)C1=CC2=C(N=C(N=C2)S(=O)(=O)C)N2C1=NN=C2)C